N-(4-((tert-butyldiphenylsilyl)oxy)butyl)-6,8,26,28-tetrathiatritriacontan-17-amine [Si](C1=CC=CC=C1)(C1=CC=CC=C1)(C(C)(C)C)OCCCCNC(CCCCCCCCSCSCCCCC)CCCCCCCCSCSCCCCC